COC1=CC=C(C=C1)CCC(=O)N1CCC(CC1)NC1=NC=2CCCCC2C(N1)=O 2-[[1-[3-(4-methoxyphenyl)-propanoyl]-4-piperidyl]amino]-5,6,7,8-tetrahydro-3H-quinazolin-4-one